6-cyclobutyl-3-{2-[(piperidin-3-yl)amino]-5-(trifluoromethyl)pyrimidin-4-yl}-1H,6H,7H-pyrrolo[2,3-c]pyridin-7-one C1(CCC1)N1C(C2=C(C=C1)C(=CN2)C2=NC(=NC=C2C(F)(F)F)NC2CNCCC2)=O